2-(3-ethylsulfonyl-5-isopropoxy-2-pyridyl)-7-(trifluoromethylsulfonyl)imidazo[1,2-c]pyrimidine C(C)S(=O)(=O)C=1C(=NC=C(C1)OC(C)C)C=1N=C2N(C=NC(=C2)S(=O)(=O)C(F)(F)F)C1